IC1=CC(=C(N)C(=C1)C)C 4-iodo-2,6-dimethyl-aniline